N(=C=O)CCC[Si](OCC)(OCC)C 3-isocyanatopropyl-methyldiethoxysilane